C(CC)OC(NC1=C(C=C(C=C1)NCC=1SC(=CC1)Cl)C#N)=O {4-[(5-Chloro-thiophen-2-ylmethyl)-amino]-2-cyanophenyl}-carbamic acid propyl ester